(R)-N-(4,4-difluoro-1-(oxetan-3-yl)pyrrolidin-3-yl)-6-fluoro-4-(methoxy-d3)-5-(1-(2,2,2-trifluoroethyl)-1H-benzo[d][1,2,3]triazol-6-yl)pyrrolo[2,1-f][1,2,4]triazin-2-amine FC1([C@@H](CN(C1)C1COC1)NC1=NN2C(C(=N1)OC([2H])([2H])[2H])=C(C(=C2)F)C=2C=CC1=C(N(N=N1)CC(F)(F)F)C2)F